N-[(1R)-1-(3-bromophenyl)ethyl]-2-methyl-5-[(1R,4R)-5-methyl-2,5-diazabicyclo[2.2.1]heptan-2-yl]benzamide BrC=1C=C(C=CC1)[C@@H](C)NC(C1=C(C=CC(=C1)N1[C@H]2CN([C@@H](C1)C2)C)C)=O